CC1=CC(=C(C(=C1)C(C)(C)C)O)C(C)(C)C 4-Methyl-2,6-di-tert-Butylphenol